2-methyl-4-(oxetan-3-yl)piperazin CC1NCCN(C1)C1COC1